N-[(1S)-1-[[2-chloro-5-(1,5-dimethylpyrazol-4-yl)phenyl]methyl]-2-[4-(3,5-dimethyl-1H-pyrazol-4-yl)anilino]-2-oxo-ethyl]-1-fluoro-cyclopropanecarboxamide ClC1=C(C=C(C=C1)C=1C=NN(C1C)C)C[C@@H](C(=O)NC1=CC=C(C=C1)C=1C(=NNC1C)C)NC(=O)C1(CC1)F